The molecule is a branched amino heptasaccharide comprising N-acetyl-alpha-D-galactosamine, beta-D-galactose, N-acetyl-beta-D-galactosamine, alpha-D-galactose, beta-D-galactose and D-glucose residues linked sequentially (1->3), (1->3), (1->3), (1->4) and (1->4), to the beta-D-galactose residue nearest to the non-reducing end is also linked (1->2) an alpha-L-fucose residue. It is an amino heptasaccharide and a galactosamine oligosaccharide. C[C@H]1[C@H]([C@H]([C@@H]([C@@H](O1)O[C@@H]2[C@H]([C@H]([C@H](O[C@H]2O[C@@H]3[C@H]([C@@H](O[C@@H]([C@@H]3O)CO)O[C@H]4[C@H]([C@H](O[C@@H]([C@@H]4O)O[C@H]5[C@H](O[C@H]([C@@H]([C@H]5O)O)O[C@@H]6[C@H](OC([C@@H]([C@H]6O)O)O)CO)CO)CO)O)NC(=O)C)CO)O)O[C@@H]7[C@@H]([C@H]([C@H]([C@H](O7)CO)O)O)NC(=O)C)O)O)O